F\C(\C(=O)OCC)=C/C1=C(C=CC=C1)[N+](=O)[O-] (Z)-ethyl 2-fluoro-3-(2-nitrophenyl)acrylate